phenylhydantoin hydrochloride Cl.C1(=CC=CC=C1)N1C(=O)NC(=O)C1